FC(COC)(C(F)F)F 2,2,3,3-tetrafluoro-1-methoxypropane